5-(4-(3,6-dihydro-2H-pyran-4-yl)-3,5-dimethylphenyl)-3-((1-(1-methylpiperidin-4-yl)-1H-pyrazol-4-yl)oxy)pyrazin-2-amine O1CCC(=CC1)C1=C(C=C(C=C1C)C=1N=C(C(=NC1)N)OC=1C=NN(C1)C1CCN(CC1)C)C